C(\C=C\C(=O)O)(=O)[O-].[Li+] mono-lithium fumarate